1-((2S,3R,4R)-2-cyclopropyl-6-fluoro-3-methyl-4-((6-(morpholinomethyl)pyridin-2-yl)amino)-3,4-dihydroquinolin-1(2H)-yl)ethanone C1(CC1)[C@@H]1N(C2=CC=C(C=C2[C@@H]([C@H]1C)NC1=NC(=CC=C1)CN1CCOCC1)F)C(C)=O